N-(6-((1H-pyrazol-1-yl)methyl)-4-chloro-5-fluorobenzo[d]isoxazol-3-yl)-7-methoxyspiro[chroman-4,1'-cyclopropane]-8-sulfonamide N1(N=CC=C1)CC1=CC2=C(C(=NO2)NS(=O)(=O)C=2C(=CC=C3C2OCCC32CC2)OC)C(=C1F)Cl